N1C=CC2=CC=C(C=C12)CNC1=CN=C2C(=N1)N=C(C=C2)N2CCC1(CC(C1)N)CC2 7-{3-[(1H-indol-6-ylmethyl)amino]pyrido[2,3-b]pyrazin-6-yl}-7-azaspiro[3.5]nonan-2-amine